C(#N)C1=C(N(C=2CCCCC12)CC1=CC(=CC=C1)C(F)(F)F)C(=O)N 3-cyano-1-(3-(trifluoromethyl)benzyl)-4,5,6,7-tetrahydro-1H-indole-2-carboxamide